5-bromo-2-methylsulfonyl-pyridine BrC=1C=CC(=NC1)S(=O)(=O)C